3-Fluoro-4-((3-fluoro-6-((5R)-5-(hydroxymethyl)pyrrolidin-3-yl)pyridin-2-yl)methoxy)benzonitrile FC=1C=C(C#N)C=CC1OCC1=NC(=CC=C1F)C1CN[C@H](C1)CO